5-PHENYLFURAN-2-BORONIC ACID C1(=CC=CC=C1)C1=CC=C(O1)B(O)O